[Si](C)(C)(C(C)(C)C)OCC1=NN(C=2N(C([C@H]([C@@H](C21)C2CC2)NC(C2=CC(=CC=C2)C(F)(F)F)=O)=O)CC)C2CC2 |r| rac-N-((4R,5S)-3-(((tert-butyldimethylsilyl)oxy)methyl)-1,4-dicyclopropyl-7-ethyl-6-oxo-4,5,6,7-tetrahydro-1H-pyrazolo[3,4-b]pyridin-5-yl)-3-(trifluoromethyl)benzamide